ethyl 4-sulfamoylbutanoate S(N)(=O)(=O)CCCC(=O)OCC